(1S,2S)-2-(3-chlorophenyl)-N-(6-(((6-cyclopropyl-8-(4-methylpiperazine-1-carbonyl)imidazo[1,2-a]pyridin-2-yl)methyl)amino)pyrimidin-4-yl)cyclopropane-1-carboxamide ClC=1C=C(C=CC1)[C@@H]1[C@H](C1)C(=O)NC1=NC=NC(=C1)NCC=1N=C2N(C=C(C=C2C(=O)N2CCN(CC2)C)C2CC2)C1